1-{4-[(3-acetylphenyl)diazenyl]phenyl}-3-[4-chloro-3-(trifluoromethyl)phenyl]urea C(C)(=O)C=1C=C(C=CC1)N=NC1=CC=C(C=C1)NC(=O)NC1=CC(=C(C=C1)Cl)C(F)(F)F